(E)-3,4,4-TRIMETHYLPENT-2-ENOIC ACID C\C(=C/C(=O)O)\C(C)(C)C